N1(C=CN(C=C1)C(=O)[O-])C(=O)[O-] pyrazine-1,4-dicarboxylate